(2,3-dichloro-5-{[4-(2-phenylethoxy)-2-(trifluoromethyl)benzoyl]amino}phenyl)acetic acid ClC1=C(C=C(C=C1Cl)NC(C1=C(C=C(C=C1)OCCC1=CC=CC=C1)C(F)(F)F)=O)CC(=O)O